rac-tert-butyl 4-(2-(tert-butyldimethylsilyloxy)ethoxy)-3,3-difluoropiperidine-1-carboxylate [Si](C)(C)(C(C)(C)C)OCCO[C@H]1C(CN(CC1)C(=O)OC(C)(C)C)(F)F |r|